NC=1C2=C(N(C(N1)=O)[C@H]1CCCOC13CC3)N=C(C=C2)C2CC2 4-amino-7-cyclopropyl-1-[(8S)-4-oxaspiro[2.5]octan-8-yl]pyrido[2,3-d]pyrimidin-2-one